C(#N)C[C@@H]1N(CCN(C1)C1=NC(=NC=2C=C(CCC12)OS(=O)(=O)C(F)(F)F)OC[C@H]1N(CCC1)C)C(=O)OCC1=CC=CC=C1 benzyl (S)-2-(cyanomethyl)-4-(2-(((S)-1-methylpyrrolidin-2-yl) methoxy)-7-(((trifluoromethyl)sulfonyl)oxy)-5,6-dihydroquinazolin-4-yl)piperazine-1-carboxylate